3-[2-bromo-5-(2-chloropyrimidin-4-yl)-1,3-thiazol-4-yl]-2-fluoroaniline BrC=1SC(=C(N1)C=1C(=C(N)C=CC1)F)C1=NC(=NC=C1)Cl